C(C=C)(=O)OC(COC1=CC(=C(C=C1)C(C1=CC=CC=C1)=O)O)COC1=CC(=C(C=C1)C(C1=CC=CC=C1)=O)O 1,3-bis(4-benzoyl-3-hydroxyphenoxy)-2-propyl acrylate